(S)-4-(1-(7,8-dimethoxy-1H-imidazo[4,5-c]quinolin-1-yl)ethyl)benzenesulfonamide COC=1C(=CC=2C3=C(C=NC2C1)N=CN3[C@@H](C)C3=CC=C(C=C3)S(=O)(=O)N)OC